NC1=NC=2C=CC(=CC2C2=C1C=NN2C)C(=O)N(C)C2COCC1=NC(=CC=C12)C#CC1CC1 4-amino-N-(2-(cyclopropylethynyl)-5,8-dihydro-6H-pyrano[3,4-b]pyridin-5-yl)-N,1-dimethyl-1H-pyrazolo[4,3-c]quinoline-8-carboxamide